C(C)(C)(C)OC(=O)N1CCN(CC1)CC(=O)OCC 4-(2-ethoxy-2-oxoethyl)piperazine-1-carboxylic acid tert-butyl ester